F[C@@H]1[C@@]2(CCC[C@H](C[C@H]1C(=C)C=1N=CC(=NC1)C=1C=C3C=CN=CC3=CC1O)N2)C 6-(5-(1-((1S,2S,3S,5R)-2-fluoro-1-methyl-9-azabicyclo[3.3.1]nonan-3-yl)vinyl)pyrazin-2-yl)isoquinolin-7-ol